C(\C=C/C(=O)O)(=O)O.CN(C)CCC(C1=CC=C(C=C1)Cl)C1=NC=CC=C1 N,N-dimethyl-gamma-(4-chlorophenyl)-2-pyridylpropylamine maleate